2-Chloro-N-(4'-cyclopropyl-6'-methoxy-4-((1-(4-(1-methyl-4-(trifluoromethyl)-1H-Imidazol-2-yl)phenyl)cyclopropyl)amino)-[2,5'-bipyrimidin]-5-yl)acetamide ClCC(=O)NC=1C(=NC(=NC1)C=1C(=NC=NC1OC)C1CC1)NC1(CC1)C1=CC=C(C=C1)C=1N(C=C(N1)C(F)(F)F)C